FC(C1=NN(C=C1)CC(=O)N)(F)F 2-(3-(trifluoromethyl)-1H-pyrazol-1-yl)acetamide